5,6,7-trimethoxy-2,4-dimethyl-4-(selenocyanatomethyl)isoquinoline-1,3(2H,4H)-dione COC1=C2C(C(N(C(C2=CC(=C1OC)OC)=O)C)=O)(C[Se]C#N)C